tert-butyl (S)-4-((8-((tert-butoxycarbonyl)(1-phenylethyl)amino)-3-isopropylimidazo[1,2-b]pyridazin-6-yl)amino)piperidine-1-carboxylate C(C)(C)(C)OC(=O)N(C=1C=2N(N=C(C1)NC1CCN(CC1)C(=O)OC(C)(C)C)C(=CN2)C(C)C)[C@@H](C)C2=CC=CC=C2